2-[4-(1,3-benzoxazol-2-yl)-5-hydroxy-1-methyl-6-oxopyrimidin-2-yl]-N,N-dimethyl-1-(pyridin-3-yl)-3,4-dihydro-1H-isoquinoline-7-carboxamide O1C(=NC2=C1C=CC=C2)C=2N=C(N(C(C2O)=O)C)N2C(C1=CC(=CC=C1CC2)C(=O)N(C)C)C=2C=NC=CC2